9-mesityl-10-methyl-10-acridinium perchlorate Cl(=O)(=O)(=O)[O-].C1(=C(C(=CC(=C1)C)C)C=1C2=CC=CC=C2[N+](=C2C=CC=CC12)C)C